COC(=O)C1=C(N=NC(=C1C)I)OC1=C(C=C(C=C1)F)C 3-(4-fluoro-2-methylphenoxy)-6-iodo-5-methylpyridazine-4-carboxylic acid methyl ester